2-(2-((2-chloro-6-methylpyrimidin-4-yl)(methyl)amino)ethoxy)ethanol ClC1=NC(=CC(=N1)N(CCOCCO)C)C